4-(2-ethyl-3-((4-(4-fluorophenyl)thiazol-2-yl)(methyl)amino)imidazo[1,2-a]pyridin-6-yl)-N-(thiophen-2-yl)-5,6-dihydropyridine-1(2H)-carboxamide C(C)C=1N=C2N(C=C(C=C2)C2=CCN(CC2)C(=O)NC=2SC=CC2)C1N(C)C=1SC=C(N1)C1=CC=C(C=C1)F